cis-2,6-dicyclopropyl-4-(((trifluoromethyl)sulfonyl)oxy)-3,6-dihydropyridine-1(2H)-carboxylic acid tert-butyl ester C(C)(C)(C)OC(=O)N1[C@H](CC(=C[C@H]1C1CC1)OS(=O)(=O)C(F)(F)F)C1CC1